Tert-butyl (1-(6-(difluoromethyl)-2-(1,1-dioxido-2,3-dihydrobenzo[f][1,4]thiazepin-4(5H)-yl)quinazolin-4-yl)azetidin-3-yl)carbamate FC(C=1C=C2C(=NC(=NC2=CC1)N1CCS(C2=C(C1)C=CC=C2)(=O)=O)N2CC(C2)NC(OC(C)(C)C)=O)F